N1C=NC(=C1)COC1=C(C=CC(=C1)C)C=1C(=NNC1)C#N 4-(2-((1H-imidazol-4-yl)methoxy)-4-methylphenyl)-1H-pyrazole-3-carbonitrile